NC1=C(C=C(C=C1)C1=NC=2C=NC(=NC2N(C1=O)C(C)C)N[C@@H]1CN(C[C@@H](C1)CF)C(=O)OC(C)(C)C)F tert-Butyl (3S,5R)-3-[[6-(4-amino-3-fluoro-phenyl)-8-isopropyl-7-oxo-pteridin-2-yl]amino]-5-(fluoromethyl)piperidine-1-carboxylate